C1(C=CC=C1)[Ti](C1=C(C(=CC=C1F)N(CCCCCC)C(C1=CC=C(C=C1)Cl)=O)F)(C1=C(C(=CC=C1F)N(CCCCCC)C(C1=CC=C(C=C1)Cl)=O)F)C1C=CC=C1 bis(cyclopentadienyl)bis[2,6-difluoro-3-(N-hexyl-(4-chlorobenzoyl)amino)phenyl]titanium